(S)-1-methylpyrrolidin-3-yl (tert-butoxycarbonyl)-L-alaninate C(C)(C)(C)OC(=O)N[C@@H](C)C(=O)O[C@@H]1CN(CC1)C